O=S1(CCN(CC1)CC=1N=NNC1)=O 4-((1,1-dioxidothiomorpholino)methyl)-1H-1,2,3-triazol